C1(=CC=CC2=CC=CC=C12)NC(COC1=CC=CC=C1)=O N-(naphthalen-1-yl)-3-oxa-3-phenylpropionamide